C1(=CC=CC=C1)C1SCCCS1 phenyl-1,3-dithiane